(3R,4R)-4-{[5-(2,4-difluoro-phenyl)-isoxazole-3-carbonyl]-amino}-1-(2,2-dimethyl-cyclobutyl)-piperidine-3-carboxylic acid dimethylamide CN(C(=O)[C@@H]1CN(CC[C@H]1NC(=O)C1=NOC(=C1)C1=C(C=C(C=C1)F)F)C1C(CC1)(C)C)C